NC1=NN(C(=C1Cl)C1(CC2CC(CC2C1)C=1N=CN(C1C(=O)NC1=CC(=C(C=C1)F)Cl)C)O)C(C)C 4-(5-(3-amino-4-chloro-1-isopropyl-1H-pyrazol-5-yl)-5-hydroxyoctahydropentalen-2-yl)-N-(3-chloro-4-fluorophenyl)-1-methyl-1H-imidazole-5-carboxamide